1-(((7-chloro-8-fluoro-2-(((2R,7aS)-2-fluorohexahydro-1H-pyrrolizin-7a-yl)methoxy)pyrido[4,3-d]pyrimidin-4-yl)amino)methyl)cyclohexanol ClC1=C(C=2N=C(N=C(C2C=N1)NCC1(CCCCC1)O)OC[C@]12CCCN2C[C@@H](C1)F)F